(3R)-3-(4-chlorophenyl)-8-(4-piperidyl)-2,3-dihydro-[1,4]dioxino[2,3-b]pyridine TFA salt OC(=O)C(F)(F)F.ClC1=CC=C(C=C1)[C@@H]1COC=2C(=NC=CC2C2CCNCC2)O1